C(C=C)OCC(C(=O)OC(C)CCC)=C sec-pentyl alpha-allyloxymethylacrylate